Cl.Cl.CC1CCN(CC1)C1C[C@@H]2[C@@H](CNC2)C1 (3aR,5r,6aS)-5-(4-methylpiperidin-1-yl)octahydrocyclopenta[c]pyrrole bis-HCl salt